FC=1C=C(C=CC1F)C=1C=C2C(=NC1)N(C(N2CC=2C=NC=CC2)=O)C 6-(3,4-difluorophenyl)-3-methyl-1-(3-pyridylmethyl)imidazo[4,5-b]pyridin-2-one